FC(COCC)(COCC)F 2,2-difluoro-1,3-diethoxypropane